1-(5-{8-chloroimidazo[1,2-a]1,6-naphthyridin-4-yl}-4-methylpyridin-2-yl)butan-1-one ClC1=NC=C2C=C(C=3N(C2=C1)C=CN3)C=3C(=CC(=NC3)C(CCC)=O)C